C(=O)(OC(C)(C)C)N[C@@H](C)C(=O)O N-Bocalanine